2,3-Diaminopropanoic acid NC(C(=O)O)CN